NC1=C(C=O)C=CC=C1 2-Aminobenzaldehyde